Pentanediamine succinate C(CCC(=O)O)(=O)O.C(CCCC)(N)N